ClC=1C=C2C(=NC(=NC2=CC1)C)N1CC=2C=C(C=NC2CC1)OC1=C(C=CC(=C1)C)F 6-chloro-4-[3-(2-fluoro-5-methyl-phenoxy)-7,8-dihydro-5H-1,6-naphthyridin-6-yl]-2-methyl-quinazoline